trans-N-(3-(vinyloxy)cyclobutyl)carbamic acid tert-butyl ester C(C)(C)(C)OC(N[C@@H]1C[C@H](C1)OC=C)=O